N-(1-(1-(2,6-dichlorophenyl)ethyl)-5-methyl-1H-pyrazol-4-yl)-5-(furan-2-yl)isoxazole-3-carboxamide ClC1=C(C(=CC=C1)Cl)C(C)N1N=CC(=C1C)NC(=O)C1=NOC(=C1)C=1OC=CC1